FC1=C(C=CC(=C1)C=1CCNCC1)C=1C=C2C(=CC=NC2=CC1)NC=1C=CC2=C(N=CS2)C1 N-(6-(2-fluoro-4-(1,2,3,6-tetrahydropyridin-4-yl)phenyl)quinolin-4-yl)benzo[d]thiazol-5-amine